NC1=C(C=NN1C=1C=NC(=CC1C)OC1=C(C=CC=C1F)F)C(=O)C1=CC2=C3CCN(CC3=CC=C2N1)CC1COC1 (5-amino-1-{6-[(2,6-difluorophenyl)oxy]-4-methylpyridin-3-yl}pyrazol-4-yl)[7-(oxetan-3-ylmethyl)-6,7,8,9-tetrahydro-3H-pyrrolo[3,2-f]isoquinolin-2-yl]methanone